O=C1NC(CCC1N1C(C2=CC=CC(=C2C1)NC(CCC(=O)N1CCN(CC1)CC1=CC=C(C(=O)NC2=CC(=C(C=C2)C)NC2=NC=CC(=N2)C=2C=NC=CC2)C=C1)=O)=O)=O 4-((4-(4-((2-(2,6-dioxopiperidin-3-yl)-1-oxoisoindolin-4-yl)amino)-4-oxobutanoyl)piperazin-1-yl)methyl)-N-(4-methyl-3-((4-(pyridin-3-yl)pyrimidin-2-yl)amino)phenyl)benzamide